4-bromo-6,7-dichloro-3-(1-tetrahydropyran-2-ylpyrazol-4-yl)-1H-indazole BrC1=C2C(=NNC2=C(C(=C1)Cl)Cl)C=1C=NN(C1)C1OCCCC1